(2S,5R)-3-(4-aminophenylethyl)-2-(1-(4-bromophenyl)-3-(furan-3-yl)-1H-pyrazol-4-yl)-5-methyloxazolidin-4-one NC1=CC=C(C=C1)CCN1[C@@H](O[C@@H](C1=O)C)C=1C(=NN(C1)C1=CC=C(C=C1)Br)C1=COC=C1